(E)-6-(6-ethoxypyridin-3-yl)-N'-((2-fluoro-5-methoxypyridin-3-yl)methylene)-4-methyl-5-oxo-4,5-dihydropyrazine-2-carbohydrazide C(C)OC1=CC=C(C=N1)C=1C(N(C=C(N1)C(=O)N/N=C/C=1C(=NC=C(C1)OC)F)C)=O